COC=1C=CC=C2CC(C12)=C(C(=O)NC1=CC=C2C(=C1)NC(C21CCOCC1)=O)NC(=O)C=1C(=NOC1)C 2-(5-Methoxybicyclo[4.2.0]octa-1,3,5-trien-7-ylidene)-2-[(3-methylisoxazol-4-yl)-formamido]-N-(2-oxo-1,2-dihydrospiro[indole-3,4'-oxane]-6-yl)acetamide